((2-(((3S,6S,9aS)-3-(((3S,4S)-1-acetyl-4-hydroxypyrrolidin-3-yl)carbamoyl)-5-oxooctahydro-1H-pyrrolo[1,2-a]azepin-6-yl)carbamoyl)benzo[b]thiophen-5-yl)difluoromethyl)phosphonic acid C(C)(=O)N1C[C@@H]([C@H](C1)O)NC(=O)[C@@H]1CC[C@H]2N1C([C@H](CCC2)NC(=O)C2=CC1=C(S2)C=CC(=C1)C(F)(F)P(O)(O)=O)=O